(E)-2-cyano-3-cyclopropyl-acryloyl chloride C(#N)/C(/C(=O)Cl)=C\C1CC1